(S)-alpha-fluoro-4-bromobenzeneethanol F[C@@H](CC1=CC=C(C=C1)Br)O